(R)-8-bromo-5-oxo-1,2,4,4a,5,6-hexahydro-3H-pyrazino[1,2-a]quinoxaline-3-carboxylic acid tert-butyl ester C(C)(C)(C)OC(=O)N1C[C@H]2N(C3=CC=C(C=C3NC2=O)Br)CC1